NC=1C=CC(NN1)=O 6-aminopyridazine-3(2H)-one